(S)-6-(2-(3-(4-(2-aminoacetyl)piperazin-1-yl)propoxy)-4-methoxyphenyl)-N-(2-(2-cyano-4,4-difluoropyrrolidin-1-yl)-2-oxoethyl)quinoline-4-carboxamide 2,2,2-trifluoroacetate FC(C(=O)O)(F)F.NCC(=O)N1CCN(CC1)CCCOC1=C(C=CC(=C1)OC)C=1C=C2C(=CC=NC2=CC1)C(=O)NCC(=O)N1[C@@H](CC(C1)(F)F)C#N